tert-butyl 2-(4-bromo-3-methyl-pyrazol-1-yl)-7-azaspiro[3.5]nonane-7-carboxylate BrC=1C(=NN(C1)C1CC2(C1)CCN(CC2)C(=O)OC(C)(C)C)C